C=C1C[C@H]2CC[C@@H](C1)N2C(=O)OC(C)(C)C tert-butyl (1r,5s)-3-methylene-8-azabicyclo[3.2.1]octane-8-carboxylate